3-(4-chlorophenyl)-2-(p-toluenesulfonyl)propanal ClC1=CC=C(C=C1)CC(C=O)S(=O)(=O)C1=CC=C(C)C=C1